(4-phenylthio-phenyl)diphenylsulfonium trifluoromethanesulfonate FC(S(=O)(=O)[O-])(F)F.C1(=CC=CC=C1)SC1=CC=C(C=C1)[S+](C1=CC=CC=C1)C1=CC=CC=C1